p-trifluoromethyl-toluene FC(C1=CC=C(C)C=C1)(F)F